(2S,4R)-4-cyclopropyl-1-((5-ethynyl-7-methyl-1H-indol-4-yl)methyl)piperidine C1(CC1)C1CCN(CC1)CC1=C2C=CNC2=C(C=C1C#C)C